N-(4-(2-fluoro-3-methyl-4-nitrophenyl)pyridin-2-yl)cyclopropanecarboxamide FC1=C(C=CC(=C1C)[N+](=O)[O-])C1=CC(=NC=C1)NC(=O)C1CC1